5-amino-1,3-dihydro-benzimidazol-2-one NC1=CC2=C(NC(N2)=O)C=C1